2-(cyclopropanesulfonamido)-N-(4-(pyridin-3-yl)phenyl)-4,5,6,7-tetrahydrobenzo[d]thiazole-4-carboxamide C1(CC1)S(=O)(=O)NC=1SC2=C(N1)C(CCC2)C(=O)NC2=CC=C(C=C2)C=2C=NC=CC2